(2S)-2-[(2S)-2-acetamido-3-(4-fluorophenyl)propanamido]-5,5-dimethylhexanoic acid C(C)(=O)N[C@H](C(=O)N[C@H](C(=O)O)CCC(C)(C)C)CC1=CC=C(C=C1)F